OCC1=CC=2C(=NC=C(N2)O)C=N1 7-(hydroxymethyl)pyrido[3,4-b]pyrazin-2-ol